C1(=CC=CC=C1)CS(=O)(=O)F PhenylMethanesulfonyl fluoride